3-Methoxy-2-{[2-(methylsulfanyl)-5-[2-(triisopropylsilyl)ethynyl]pyrido[2,3-d]pyrimidin-7-yl]amino}propan-1-ol COCC(CO)NC=1C=C(C2=C(N=C(N=C2)SC)N1)C#C[Si](C(C)C)(C(C)C)C(C)C